4-fluoro-1-oxoisoindoline FC1=C2CNC(C2=CC=C1)=O